FC(OC1=CC=C(C=C1)CC(=O)O)F 2-(4-(difluoromethoxy)phenyl)acetic acid